C(C)C=1C2=C(C(=NC1N1C=NC=C1)C(=O)O)CCC2.F[C@@H]2[C@@H](O[C@@H]([C@H]2O)CO)N2C1=NC=NC(=C1N=C2)N 9-(2-deoxy-2-fluoro-β-D-arabinofuranosyl)adenine ethyl-3-(imidazol-1-yl)-5H,6H,7H-cyclopenta[c]pyridine-1-carboxylate